(R)-N-((4-(2-amino-4-((1-hydroxy-2-methylhexan-2-yl)amino)pyrido[3,2-d]pyrimidine-7-yl)-6-oxo-1,6-dihydropyridin-3-yl)methyl)-N-methylbut-3-enamide NC=1N=C(C2=C(N1)C=C(C=N2)C=2C(=CNC(C2)=O)CN(C(CC=C)=O)C)N[C@@](CO)(CCCC)C